C(=O)(O)C1=CC=C(C=C1)C1=C(C=C(C(=C1)C1=CC=C(C=C1)C(=O)O)C1=CC=C(C=C1)C(=O)O)C1=CC=C(C=C1)C(=O)O 1,2,4,5-tetra(4'-carboxyphenyl)benzene